dimethyl-3,4,9,10-perylenetetracarboxylic acid diimide CC1=C(C=2C3=CC=C(C=4C(=CC=C(C5=CC=C(C(=C1C(O)=N)C52)C(O)=N)C43)C(=O)O)C(=O)O)C